FC1OC=CN=N1 fluoro-1,3,4-oxadiazine